N,N-diisopropyl-4-methylbenzamide C(C)(C)N(C(C1=CC=C(C=C1)C)=O)C(C)C